BrC=1C=C2CN(C(C2=CC1)=O)C(=O)OC(C)(C)C tert-butyl 5-bromo-1-oxo-3H-isoindole-2-carboxylate